6-(2-chloro-6-fluoro-4-(2-methyl-2H-pyrazolo[3,4-b]pyridin-5-yl)benzyl)-6,7-dihydro-5H-pyrrolo[3,4-b]pyridin-5-one-7,7-d2 ClC1=C(CN2C(C3=NC=CC=C3C2=O)([2H])[2H])C(=CC(=C1)C1=CC=2C(N=C1)=NN(C2)C)F